N=1NC(C=CC1)=O pyridazine-3-one